amino-4,4'-dihydroxybiphenyl NC1=C(C=CC(=C1)O)C1=CC=C(C=C1)O